NC=1C=C(C(=O)N2CCN(CC2)C2=C(C=C(C=C2)NC(=O)NCCC=2C=NC=CC2)C#CC2=CC=C(C=C2)F)C=CC1 1-(4-(4-(3-aminobenzoyl)piperazin-1-yl)-3-((4-fluorophenyl)ethynyl)phenyl)-3-(2-(pyridin-3-yl)ethyl)urea